COC(C1=C(C=C(C(=C1)N)N)C)=O 4,5-diamino-2-methylbenzoic acid methyl ester